8-chloro-N-(3-fluoro-4-(trifluoromethyl)pyridin-2-yl)quinolin-2-amine ClC=1C=CC=C2C=CC(=NC12)NC1=NC=CC(=C1F)C(F)(F)F